(2S)-2-methyl-4-(3-methyl-2-oxo-1,3-benzoxazol-6-yl)piperazine-1-carboxylic acid tert-butyl ester C(C)(C)(C)OC(=O)N1[C@H](CN(CC1)C1=CC2=C(N(C(O2)=O)C)C=C1)C